NC1=C(C=2C(=NC(=C(N2)OCC2=CC=CC=C2)C(F)(F)F)N1C1=C(C(=CC=C1C)OC)C)C#N 6-amino-2-benzyloxy-5-(3-methoxy-2,6-dimethyl-phenyl)-3-(trifluoromethyl)pyrrolo[2,3-b]pyrazine-7-carbonitrile